5-chloro-2-hydroxy-6-(trifluoromethyl)pyridine-3-carboxylic acid methyl ester COC(=O)C=1C(=NC(=C(C1)Cl)C(F)(F)F)O